5-(benzyloxy)-N-(1-carbamoyl-cyclobutyl)-2-methyl-2H-indazole-3-carboxamide C(C1=CC=CC=C1)OC1=CC2=C(N(N=C2C=C1)C)C(=O)NC1(CCC1)C(N)=O